N4-(4-(Benzyloxy)cyclohexyl)-6-chloropyridine-3,4-diamine C(C1=CC=CC=C1)OC1CCC(CC1)NC1=C(C=NC(=C1)Cl)N